OCC(C)(C)C=1SC2=C(N1)C(CC1(CCN(CC1)C(=O)OC(C)(C)C)C2)=O tert-butyl 2-(1-hydroxy-2-methylpropan-2-yl)-4-oxo-4,7-dihydro-5H-spiro[benzo[d]thiazole-6,4'-piperidine]-1'-carboxylate